COC1=CC=C2C(=CN(C2=C1)CCCC(=O)OC(C)(C)C)C=1SC=C(N1)C1=C(NC2=CC=C(C=C12)OC)C tert-butyl 4-(6-methoxy-3-(4-(5-methoxy-2-methyl-1H-indol-3-yl)thiazol-2-yl)-1H-indol-1-yl)butanoate